4-morpholinyl-1,2,5-thiadiazol N1(CCOCC1)C=1C=NSN1